C(C(=C)C)(=O)OC[Si](C)(C)O (hydroxy dimethyl silyl)methyl methacrylate